N-(2-((4-(2-((3-(1H-Imidazol-1-yl)benzyl)(4-(2-methyl-1H-imidazol-1-yl)benzyl)amino)ethyl)phenyl)carbamoyl)-4,5-dimethoxyphenyl)-4-oxo-4H-chromene-2-carboxamide N1(C=NC=C1)C=1C=C(CN(CCC2=CC=C(C=C2)NC(=O)C2=C(C=C(C(=C2)OC)OC)NC(=O)C=2OC3=CC=CC=C3C(C2)=O)CC2=CC=C(C=C2)N2C(=NC=C2)C)C=CC1